Isoarsinoline C1=[As]C=CC2=CC=CC=C12